1-(tert-butyl) 2-methyl (2R)-5-methoxypyrrolidine-1,2-dicarboxylate COC1CC[C@@H](N1C(=O)OC(C)(C)C)C(=O)OC